C1(CCCC1)OC CycloPentylMethyl Ether